NC1=CC=C(C(=C1C(=O)N(C)C)Cl)C=1C=C2C(=NC1)NCC21CC1 6-amino-2-chloro-3-(1',2'-dihydrospiro[cyclopropane-1,3'-pyrrolo[2,3-b]pyridin]-5'-yl)-N,N-dimethylbenzamide